F[B-](F)(F)F.C1(=CC=CC=C1)[I+]C1=CC=C(C=C1)C Phenyl-4-methylphenyliodonium tetrafluoroborat